C1(CC1)N1C=C(C(C2=CC(=C(C(=C12)C#N)N1CCC2(CCOC2)CC1)F)=O)C(=O)O 1-cyclopropyl-6-fluoro-8-cyano-1,4-dihydro-7-(2-oxa-8-azaspiro[4.5]dec-8-yl)-4-oxo-3-quinolinecarboxylic acid